diallyl-tripropylene glycol C(C=C)C(C(COC(C)COC(C)CO)O)CC=C